C(C)OC(=O)C1=NN(C2=C1CCC=1C=NC(=NC21)N)CCO 8-amino-1-(2-hydroxyethyl)-4,5-dihydropyrazolo[4,3-h]quinazoline-3-Carboxylic acid ethyl ester